FC=1C=C(C=CC1)C(CCC(CNC(OC(C)(C)C)=O)C)=O tert-butyl N-[5-(3-Fluorophenyl)-2-methyl-5-oxo-Pentyl]carbamate